FC(C(=O)O)(F)F.C(#N)CC(N1N=CC(=C1)C=1C2=C(N=CN1)NC=C2)C2=CC(=CS2)C#N 5-{2-cyano-1-[4-(7H-pyrrolo-[2,3-d]pyrimidin-4-yl)-1H-pyrazol-1-yl]ethyl}thiophene-3-carbonitrile trifluoroacetate